O6-[2-(decalin-1-carbonyloxymethyl)-2-[[6-[(Z)-non-3-enoxy]-6-oxo-hexanoyl] oxymethyl]-3-[4-(2-pyrrolidin-1-ylethylcarbamoyloxy) decanoyloxy] propyl] O1-[(Z)-non-3-enyl] hexanedioate C(CCCCC(=O)OCC(COC(CCC(CCCCCC)OC(NCCN1CCCC1)=O)=O)(COC(CCCCC(=O)OCC\C=C/CCCCC)=O)COC(=O)C1CCCC2CCCCC12)(=O)OCC\C=C/CCCCC